N-(pent-3-yl)-1-[5-(pyridin-4-yl)-1H-pyrazole-3-carbonyl]piperidine-4-carboxamide CCC(CC)NC(=O)C1CCN(CC1)C(=O)C1=NNC(=C1)C1=CC=NC=C1